Methyl (5-(2,3-dimethoxy-5-((4-oxo-3,4-dihydrophthalazin-1-yl)methyl)phenyl)-1H-benzoimidazol-2-yl)carbamate COC1=C(C=C(C=C1OC)CC1=NNC(C2=CC=CC=C12)=O)C1=CC2=C(NC(=N2)NC(OC)=O)C=C1